C(C)[C@@H]1OC=2CCCC(C2[C@@H](C1)C)=O (2S,4R)-2-ethyl-4-methyl-2,3,4,6,7,8-hexahydro-5H-chromen-5-one